COC(C=CC=C(CCC=C(C)C)C)=O 5,9-dimethyl-2,4,8-decatrienoic acid methyl ester